2,5'-diaminobiphenyl NC1=C(C=CC=C1)C1=CC=CC(=C1)N